tert-butyl (R,S)-(1-oxo-1-(((phenyl-d5)methyl-d2)amino)propan-2-yl)carbamate O=C([C@@H](C)NC(OC(C)(C)C)=O)NC([2H])([2H])C1=C(C(=C(C(=C1[2H])[2H])[2H])[2H])[2H]